4-(3-ethyl-5-(1'-methyl-[1,4'-bipiperidin]-4-yl)-1H-indol-2-yl)-1H-pyrrolo[2,3-b]pyridine C(C)C1=C(NC2=CC=C(C=C12)C1CCN(CC1)C1CCN(CC1)C)C1=C2C(=NC=C1)NC=C2